tert-butyl 2-(3-(4-methoxybenzyl)-4-oxo-3,4-dihydrophthalazin-1-yl)pyrrolidine-1-carboxylate COC1=CC=C(CN2N=C(C3=CC=CC=C3C2=O)C2N(CCC2)C(=O)OC(C)(C)C)C=C1